9-(6-(dimethylamino)pyridin-3-yl)-6,7-dimethoxynaphtho[2,3-c]furan-1(3H)-one CN(C1=CC=C(C=N1)C1=C2C=C(C(=CC2=CC2=C1C(OC2)=O)OC)OC)C